C12CC(CC(CC1)N2)O 8-azabicyclo[3.2.1]octane-3-ol